N(=[N+]=[N-])CC=1N=C2N(C=C(C=C2C(C)=O)C2CC2)C1 1-(2-(azidomethyl)-6-cyclopropylimidazo[1,2-a]pyridin-8-yl)ethan-1-one